S(C=1C(=C(C=C(C1)C)O)C(C)(C)C)C=1C(=C(C=C(C1)C)O)C(C)(C)C thio-bis-(2-tert-butyl-5-methyl-phenol)